C(=C)(F)F vinyliden fluorid